C(=O)(O)C(CC(=O)O)SC[C@H](N)C(=O)O S-(1,2-dicarboxyethyl)cysteine